COC1=CC=C(C=C1)C(CC(C)(N1N=CC=C1)C)C1=CC=C(C#N)C=C1 4-(1-(4-methoxyphenyl)-3-methyl-3-(1H-pyrazol-1-yl)butyl)benzonitrile